NCC=1C=C(C=CC1)C=1C=CC2=C(C(=CO2)COC2=C(C=CC=C2C(N)=O)CC(=O)OC)C1 methyl 2-(2-((5-(3-(aminomethyl)phenyl)benzofuran-3-yl)methoxy)-3-carbamoyl phenyl)acetate